D-1-propionyl-lysergic acid diethylamide C(C)N(C(=O)[C@H]1CN(C)[C@@H]2CC3=CN(C4=CC=CC(C2=C1)=C34)C(CC)=O)CC